COC(=O)C=1C(=CC=CC1)C1=CC(=CC(=C1)C)C(=O)OC.O=C1NC(CCC1N1C(C2=CC=CC(=C2C1)N(C1CCC(CC1)C(=O)N)CCCCC)=O)=O (1R,4R)-4-((2-(2,6-Dioxopiperidin-3-yl)-1-oxoisoindolin-4-yl)(pentyl)amino)cyclohexane-1-carboxamide dimethyl-5'-methyl-[1,1'-biphenyl]-2,3'-dicarboxylate